N-{[1,3-Dimethyl-2,4,6-trioxotetrahydropyrimidine-5(6H)-ylideneaminooxy](dimethylamino)methylene}-N-methylmethaneaminium hexafluorophosphate F[P-](F)(F)(F)(F)F.CN1C(N(C(C(C1=O)=NOC(=[N+](C)C)N(C)C)=O)C)=O